benzeneacryloyl-5-hydroxytryptamine methyl-2-[2-(2-{5'-fluoro-1',6-dimethyl-[4,6'-biindazol]-1-yl}acetamido)acetamido]acetate COC(CNC(CNC(CN1N=CC=2C(=CC(=CC12)C)C1=C(C=C2C=NN(C2=C1)C)F)=O)=O)=O.C1(=CC=CC=C1)C=CC(=O)NCCC1=CNC2=CC=C(C=C12)O